[Na].C(CCC)C1=C(C2=CC=CC=C2C=C1)CCCC di-n-butyl-naphthalene sodium